ClC=1C=C(C=CC1Cl)C=1N(C(=C(C(C1C(=O)OC)=O)I)COC)CC methyl 2-(3,4-dichlorophenyl)-1-ethyl-5-iodo-6-(methoxymethyl)-4-oxo-pyridine-3-carboxylate